N[C@@H]1C2=CC=CC=C2CC12CCN(CC2)C=2NC(C1=C(N2)NN=C1C(=C)C1=CC(=CC=C1)N1CCOCC1)=O (S)-6-(1-amino-1,3-dihydro-spiro[inden-2,4'-piperidin]-1'-yl)-3-(1-(3-morpholinophenyl)vinyl)-1H-pyrazolo[3,4-d]pyrimidin-4(5H)-one